C1(CC1)N1C=C(C(C2=CC(=C(C(=C12)OC)N1CC(N(CC1)CC(=O)NC1=CC(=C(C=C1)C(=O)OCC)O)C)F)=O)C(=O)O 1-Cyclopropyl-7-(4-(2-((4-(ethoxycarbonyl)-3-hydroxyphenyl)amino)-2-oxoethyl)-3-methylpiperazin-1-yl)-6-fluoro-8-methoxy-4-oxo-1,4-dihydroquinoline-3-carboxylic acid